3-cyclopropyl-1-(5-(((1S,3S)-3-((5-(difluoromethoxy)pyrimidin-2-yl)amino)cyclopentyl)amino)pyrazin-2-yl)pyridin-2(1H)-one C1(CC1)C=1C(N(C=CC1)C1=NC=C(N=C1)N[C@@H]1C[C@H](CC1)NC1=NC=C(C=N1)OC(F)F)=O